2-(4,4-Dimethylcyclohexyl)-N-((6-(2,2,2-trifluoroethoxy)pyrimidin-4-yl)methyl)acetamide CC1(CCC(CC1)CC(=O)NCC1=NC=NC(=C1)OCC(F)(F)F)C